3-{[Dimethyl(phenyl)silyl]methyl}-6-methyl-N-(quinolin-8-yl)heptanamide C[Si](C1=CC=CC=C1)(C)CC(CC(=O)NC=1C=CC=C2C=CC=NC12)CCC(C)C